6-nitro-3-(3'-nitro-4'-hydroxyphenyl)-1,1,3-trimethyl-2,3-dihydro-1H-Inden-5-ol [N+](=O)([O-])C1=C(C=C2C(CC(C2=C1)(C)C)(C)C1=CC(=C(C=C1)O)[N+](=O)[O-])O